(1R,9S)-4,11,11-Trimethyl-8-Methylenebicyclo[7.2.0]Undec-4-Ene CC=1CC[C@H]2C(C[C@@H]2C(CCC1)=C)(C)C